(R)-2-[2-Amino-3-(indol-3-yl)propionylamino]-2-methylpropionic acid N[C@@H](C(=O)NC(C(=O)O)(C)C)CC1=CNC2=CC=CC=C12